Di-tert-butyl (((2-(2-chlorophenyl)-5-hydroxy-8-((3S,4R)-3-hydroxy-1-methylpiperidin-4-yl)-4-oxo-4H-chromen-7-yl)oxy)methyl) phosphate P(=O)(OC(C)(C)C)(OC(C)(C)C)OCOC1=CC(=C2C(C=C(OC2=C1[C@@H]1[C@@H](CN(CC1)C)O)C1=C(C=CC=C1)Cl)=O)O